5-(2-Methyl-4-phenoxyphenyl)-N-((1S,3R)-3-(2-(methylamino)acetamido)cyclopentyl)-4-oxo-4,5-dihydro-3H-1-thia-3,5,8-triazaacenaphthylene-2-carboxamide CC1=C(C=CC(=C1)OC1=CC=CC=C1)N1C(NC2=C(SC=3N=CC=C1C32)C(=O)N[C@@H]3C[C@@H](CC3)NC(CNC)=O)=O